C(=O)(O)C1=CC(=C(C=O)C(=C1)F)F 4-CARBOXY-2,6-DIFLUOROBENZALDEHYDE